N-(5-(2-((3-hydroxy-3-phenylpropyl)amino)acetamido)-2-methylpyridin-3-yl)-2-(1-methyl-1H-pyrazol-4-yl)-1H-pyrrolo[2,3-b]pyridine-5-carboxamide OC(CCNCC(=O)NC=1C=C(C(=NC1)C)NC(=O)C=1C=C2C(=NC1)NC(=C2)C=2C=NN(C2)C)C2=CC=CC=C2